N1(CCN(CCN(CC1)CC(=O)O)CC(=O)O)CC(=O)O 2,2',2''-(1,4,7-triazacyclononane-1,4,7-triyl)-triacetic acid